racemic-(Z)-3-((3-butyl-3-ethyl-2-methyl-7-(methylthio)-1,1-dioxido-5-phenyl-2,3,4,5-tetrahydro-1,2,5-benzothiadiazepin-8-yl)oxy)-2-fluoroacrylic acid C(CCC)C1(N(S(C2=C(N(C1)C1=CC=CC=C1)C=C(C(=C2)O\C=C(\C(=O)O)/F)SC)(=O)=O)C)CC